4-(4-((1R,5S)-3,8-diazabicyclo[3.2.1]octan-8-yl)-2-(((S)-1-methylpyrrolidin-2-yl)methoxy)quinazolin-7-yl)naphthalen-2-ol [C@H]12CNC[C@H](CC1)N2C2=NC(=NC1=CC(=CC=C21)C2=CC(=CC1=CC=CC=C21)O)OC[C@H]2N(CCC2)C